CN1C=C(C=2C(N(C=CC21)C)=O)NC2=NC(=NC=C2C(=O)O)NC2=CC=C(C=C2)F ((1,5-dimethyl-4-oxo-4,5-dihydro-1H-pyrrolo[3,2-c]pyridin-3-yl)amino)-2-((4-fluorophenyl)amino)pyrimidine-5-carboxylic acid